NC1=C(C=CC(=C1)N)CC(=O)O 2-(2,4-diaminophenyl)acetic acid